C(C1=CC=CC=C1)(=O)O.C(C1=CC=CC=C1)(=O)O.CCCC(CCC)O 4-heptanol dibenzoate